4-fluoro-N'-phenylbenzohydrazide FC1=CC=C(C(=O)NNC2=CC=CC=C2)C=C1